N[C@H]1CS(C2=C(N(C1=O)CC1=CC=C(C=C1)OC(F)(F)F)C=C(C=C2)C=2OC(=NN2)C(C(F)(F)F)(F)F)(=O)=O (3R)-3-amino-1,1-dioxo-7-[5-(1,1,2,2,2-pentafluoroethyl)-1,3,4-oxadiazol-2-yl]-5-[[4-(trifluoromethoxy)phenyl]methyl]-2,3-dihydro-1lambda6,5-benzothiazepin-4-one